FC1=C(OC2=CC=NC3=CC(=C(C=C23)C(=O)O)OC)C=CC(=C1)NC(=O)C1(CC1)C(NC1=CC=C(C=C1)F)=O 4-[2-Fluoro-4-[[1-[(4-fluorophenyl)carbamoyl]cyclopropanecarbonyl]amino]phenoxy]-7-methoxyquinoline-6-carboxylic acid